FCC(C1=CC=C(C=C1)Br)N(S(=O)(=O)C)S(=O)(=O)C1=C(C=CC=C1)[N+](=O)[O-] N-[2-fluoro-1-(4-bromophenyl)ethyl]-N-(2-nitrobenzenesulfonyl)-Methanesulfonamide